3-Hydroxy-3-methyl-2-butanone OC(C(C)=O)(C)C